C(=CC1=CC=CC=C1)S(=O)(=O)[O-].C[N+]1=CNC=C1 3-methylimidazolium Styrenesulfonate